C(CCCCCCCCCCC)NCCCCO 4-(Dodecylamino)butan-1-ol